trichloro(propyl)silane Cl[Si](CCC)(Cl)Cl